CN1C=NC2=C1C=C(C(=C2)C)C 1-methyl-5,6-dimethyl-benzoimidazole